FC=1C=C(C=C(C1)F)C(C(=O)N[C@@H](C)C(=O)N[C@@H]1C(N(C2=C(C(=N1)C1=CC=CC=C1)C=CC=C2)C)=O)O (S)-3-[N'-(3,5-difluorophenyl-alpha-hydroxyacetyl)-L-alaninyl]amino-2,3-dihydro-1-methyl-5-phenyl-1H-1,4-benzodiazepin-2-one